NCCCO[Si](OC)(CC)CCCN (2-aminoethyl)-3-aminopropylethyldimethoxysilane